1-(2-aminoethyl)-6-chloro-1H-indole-2-carboxylic acid ethyl ester trifluoroacetate salt FC(C(=O)O)(F)F.C(C)OC(=O)C=1N(C2=CC(=CC=C2C1)Cl)CCN